C1(CC1)C1=C(C(=NO1)C1=C(C=CC=C1)OC(F)(F)F)COC1C[C@H]2CC[C@@H](C1)N2C2=NC=C(C(=O)NNC(=O)OC(C)(C)C)C=C2 tertbutyl 2-(6-((1R,3R,5S)-3-((5-cyclopropyl-3-(2-(trifluoromethoxy)phenyl)isoxazol-4-yl)methoxy)-8-azabicyclo[3.2.1]octan-8-yl)nicotinoyl)hydrazinecarboxylate